(E)-2-hepten-1-ol C(\C=C\CCCC)O